(2S)-4',5-dihydroxy-7-methoxy-8-methylflavan OC1=CC=C([C@H]2OC3=C(C(=CC(=C3CC2)O)OC)C)C=C1